(S)-5-((((7-bromo-[1,2,4]triazolo[4,3-a]pyridin-3-yl)methyl)amino)methyl)pyrrolidin-2-one BrC1=CC=2N(C=C1)C(=NN2)CNC[C@@H]2CCC(N2)=O